NC(C)[C@@]1(OC2=C([C@@H]1C)C(=C(C(=C2)F)Cl)C2=C(C(=O)N)C=CC(=C2F)OCCOC)C2=CC=CC=C2 ((2S,3S,4S)-2-(1-aminoethyl)-5-chloro-6-fluoro-3-methyl-2-phenyl-2,3-dihydrobenzofuran-4-yl)-3-fluoro-4-(2-methoxyethoxy)benzamide